OC1=CC=C(C=NNC=2SC(=C(N2)C)C(C)=NNC(=N)N)C=C1 2-(2-(4-hydroxybenzylidene)hydrazino)-4-methyl-5-(1-(guanidinoimino)ethyl)-thiazole